C1(=CC(=CC=C1)B(O)O)C m-Tolylboronic acid